2-(8-hydroxynaphthalen-1-yl)-1-(naphthalen-1-yl)ethan-1-one OC=1C=CC=C2C=CC=C(C12)CC(=O)C1=CC=CC2=CC=CC=C12